C(CCCCCCCCCCCCCCCCCCC)(=O)OCCCCCCCCCCCCCCCCCCCC Eicosyl eicosanate